1,3-dimethylbenzylimidazolium formate C(=O)[O-].CC1(CC=2NC=C[NH+]2)CC(=CC=C1)C